NCCOCCOCCC(=O)N[C@H](C(=O)NCCCCOC=1C=C2C(=CC=NC2=CC1)C(NCC(=O)N1C(CC(C1)(F)F)C#N)=O)CCC(=O)NCCCCOC=1C=C2C(=CC=NC2=CC1)C(NCC(N1C(CC(C1)(F)F)C#N)=O)=O (2S)-2-(3-(2-(2-aminoethoxy)ethoxy)propanamido)-N1,N5-bis(4-((4-((2-(2-cyano-4,4-difluoropyrrolidin-1-yl)-2-oxoethyl)carbamoyl)quinolin-6-yl)oxy)butyl)pentanediamide